N-(2-bromo-6-carbamoyl-4-chloro-phenyl)-2-cyclopropyl-5-(difluoromethyl)pyrazole-3-carboxamide BrC1=C(C(=CC(=C1)Cl)C(N)=O)NC(=O)C=1N(N=C(C1)C(F)F)C1CC1